COC1=C(CNC2=NC=3C(=CC=CC3C=3N2N=C(N3)C3C(C3)I)OC)C=CC(=C1)OC N-(2,4-dimethoxybenzyl)-2-(2-iodocyclopropyl)-7-methoxy-[1,2,4]triazolo[1,5-c]quinazolin-5-amine